(6-(3,5-dimethyl-1H-1,2,4-triazol-1-yl)-2-fluoro-3-methoxyphenyl)methanamine CC1=NN(C(=N1)C)C1=CC=C(C(=C1CN)F)OC